COC1=CC(=NC=N1)NC1=NC(=NN2C1=C(C(=C2)C2=NN(C=C2)C)C)C=2N(C=CN2)C N-(6-methoxypyrimidin-4-yl)-5-methyl-2-(1-methyl-1H-imidazol-2-yl)-6-(1-methyl-1H-pyrazol-3-yl)pyrrolo[2,1-f][1,2,4]triazin-4-amine